1-(1,3-Bis(((Z)-octadec-9-enoyl)oxy)propan-2-yl) 8-(chloromethyl) octanedioate C(CCCCCCC(=O)OCCl)(=O)OC(COC(CCCCCCC\C=C/CCCCCCCC)=O)COC(CCCCCCC\C=C/CCCCCCCC)=O